ClC1=C(C=C(C=C1)C1=NOC(=N1)C1CCN(CC1)C(CC1=NC(=NO1)C)=O)OC(F)(F)F 1-(4-(3-(4-chloro-3-(trifluoromethoxy)phenyl)-1,2,4-oxadiazol-5-yl)piperidin-1-yl)-2-(3-methyl-1,2,4-oxadiazol-5-yl)ethan-1-one